carbonyl-CoA C(=O)=NC=1C=2N=CN([C@H]3[C@H](O)[C@H](OP(=O)(O)O)[C@@H](COP(=O)(O)OP(=O)(O)OCC(C)(C)[C@@H](O)C(=O)NCCC(=O)NCCS)O3)C2N=CN1